C1CCC2=C1CCCCCC2 2,3,4,5,6,7,8,9-octahydro-1H-cyclopenta[8]annulene